6-(4-acetyl-2H-1,2,3-triazol-2-yl)-4-methylpyridine-3-carbonitrile C(C)(=O)C1=NN(N=C1)C1=CC(=C(C=N1)C#N)C